Cl.COC1CNC1 3-methoxy-azetidine-HCl